BrCC=1C(=NC=CC1F)Cl 3-(Bromomethyl)-2-chloro-4-fluoropyridine